ON[C@@H](CC(=O)[O-])C(=O)[O-] hydroxyaspartate